(S)-1-([1,1'-Biphenyl]-4-yl)-3-(pyrrolidin-3-yl)-1,3-dihydro-2H-imidazo[4,5-b]pyridin-2-one Hydrochloride Cl.C1(=CC=C(C=C1)N1C(N(C2=NC=CC=C21)[C@@H]2CNCC2)=O)C2=CC=CC=C2